CARBAMODITHIOATE C(N)(=S)[S-]